C(C)(C)(C)OC(=O)NC1(CC1)CN1C=C(C2=CC=C(C=C12)C=1C(=NN(C1)C(=O)OC(C)(C)C)OC)C(=O)C1COC2=CC=C(C=C2C1)Cl tert-butyl 4-(1-((1-((tert-butoxycarbonyl)amino)cyclopropyl)methyl)-3-(6-chlorochromane-3-carbonyl)-1H-indol-6-yl)-3-methoxy-1H-pyrazole-1-carboxylate